fluoro-4,5,6-trimethyl-2-(methylsulfonyl)-4,5,6,7-tetrahydro-[1,5]oxazocino[4,3,2-de]quinazoline FC1(N(C2=NC(=NC=3C=CC=C(C23)OCC1C)S(=O)(=O)C)C)C